(S)-N-(7-(2-(4,4-difluoropiperidin-1-yl)-2-oxoethoxy)-5-methyl-4-oxo-2,3,4,5-tetrahydrobenzo[b][1,4]oxazepin-3-yl)-4-(3-fluorobenzyl)-1H-pyrazole-1-carboxamide FC1(CCN(CC1)C(COC1=CC2=C(OC[C@@H](C(N2C)=O)NC(=O)N2N=CC(=C2)CC2=CC(=CC=C2)F)C=C1)=O)F